C(C1=CC=CC=C1)N(C(C(=C)C)=O)CC1=CC=CC=C1 N,N-Dibenzylmethacrylamid